3-bromo-5-chloro-4-isopropyl-2-methylbenzenediazonium tetrafluoroborate F[B-](F)(F)F.BrC=1C(=C(C=C(C1C(C)C)Cl)[N+]#N)C